trimethylammonium tetrakis(2-methylphenyl)borate CC1=C(C=CC=C1)[B-](C1=C(C=CC=C1)C)(C1=C(C=CC=C1)C)C1=C(C=CC=C1)C.C[NH+](C)C